(R)-2-methyl-5-((1-(methylsulfonyl)piperidin-4-yl)amino)-N-(1-(naphthalen-1-yl)ethyl)benzamide CC1=C(C(=O)N[C@H](C)C2=CC=CC3=CC=CC=C23)C=C(C=C1)NC1CCN(CC1)S(=O)(=O)C